(4-(4-(3,3-difluoropiperidin-4-yl)piperazin-1-yl)-3-fluorophenoxy)piperidine-2,6-dione FC1(CNCCC1N1CCN(CC1)C1=C(C=C(ON2C(CCCC2=O)=O)C=C1)F)F